[1-(3-chloro-2-piperazin-1-yl-6-quinolyl)imidazol-2-yl]methanamine dihydrochloride Cl.Cl.ClC=1C(=NC2=CC=C(C=C2C1)N1C(=NC=C1)CN)N1CCNCC1